3-(3-Methyl-5-{4-[4-(methylamino)cyclohexyl]piperazin-1-yl}-2-oxo-1,3-benzodiazol-1-yl)piperidine-2,6-dione CN1C(N(C2=C1C=C(C=C2)N2CCN(CC2)C2CCC(CC2)NC)C2C(NC(CC2)=O)=O)=O